COC1=CC=CC2=C1N=C1N2CCN(C1)CC1(CCCCC1)O 1-((9-methoxy-3,4-dihydrobenzo[4,5]imidazo[1,2-a]pyrazin-2(1H)-yl)methyl)cyclohexan-1-ol